BrC=1C=C(C=C(C1)C=NC1=CC(=CC(=C1)Cl)Cl)O 3-bromo-5-((3,5-dichlorophenylimino)methyl)phenol